FC(C(F)(F)F)(C(C(C(F)(F)F)(C=C(F)F)F)(F)F)F tetrafluoroethylene-hexafluoropropylene-vinylidenefluoride